C1(CC1)C=1N=NN(C1)[C@H](C(=O)N1[C@@H](C[C@H](C1)O)C(=O)NC(C)C)C(C)(C)C (2S,4r)-1-((S)-2-(4-cyclopropyl-1H-1,2,3-triazol-1-yl)-3,3-dimethylbutyryl)-4-hydroxy-N-isopropyl-pyrrolidine-2-carboxamide